methyl carbamohydrazonothioate hydroiodide I.C(N)(=NN)SC